(3R,5R)-1-{1-benzyl-2-[1-(cyclopropylmethyl)-1H-indol-2-yl]-7-methoxy-1H-1,3-benzodiazole-5-carbonyl}-5-fluoropiperidin-3-amine C(C1=CC=CC=C1)N1C(=NC2=C1C(=CC(=C2)C(=O)N2C[C@@H](C[C@H](C2)F)N)OC)C=2N(C1=CC=CC=C1C2)CC2CC2